CC1(CCC1)N(C(OC(C)(C)C)=O)CC=1C=C2C(NCC2=C(C1)C(F)(F)F)=O Tert-butyl (1-methylcyclobutyl)((3-oxo-7-(trifluoro-methyl)isoindolin-5-yl)methyl)carbamate